ethyl 2-bromo-2-(3-fluoro-2-methoxy-5-(4-methyltetrahydro-2H-pyran-4-yl)phenyl)acetate BrC(C(=O)OCC)C1=C(C(=CC(=C1)C1(CCOCC1)C)F)OC